[Si](C)(C)(C(C)(C)C)OC[C@]1([C@](C1)(F)CO)C |r| rac-((1S,2S)-2-(((tert-butyldimethylsilyl)oxy)methyl)-1-fluoro-2-methylcyclopropyl)methanol